Cl.C1(CC1)C=1C=C(C=CC1F)NN (3-cyclopropyl-4-fluorophenyl)hydrazine hydrochloride